NC1CCC(CC1)NC1=NC=CC(=N1)C=1C=NC=CC1OC1=CC(=C(C=C1)NS(=O)(=O)C1=CC=CC=C1)C(F)(F)F N-(4-((3-(2-(((1r,4r)-4-Aminocyclohexyl)amino)pyrimidin-4-yl)pyridin-4-yl)oxy)-2-(trifluoromethyl)phenyl)benzenesulfonamide